Trans-1-(6-[(5-methyl-1H-pyrazol-3-yl)amino]-2-[(5-hydroxyadamantan-2-yl)amino]pyrimidin-4-yl)azetidin-3-ol CC1=CC(=NN1)NC1=CC(=NC(=N1)NC1C2CC3CC(CC1C3)(C2)O)N2CC(C2)O